FC=1C=C(C=CC1F)NC(=O)NC1=CC(=CC=C1)C(=O)C=1C=C2N=C(C=NC2=CC1)N1CCNCC1 1-(3,4-difluorophenyl)-3-(3-(3-(piperazin-1-yl)quinoxaline-6-carbonyl)phenyl)urea